C(C)(C)(C)OC(=O)N1CC(N(CC1)C=1C2=C(N(C(N1)=O)C1=C(C=CC=C1)C1CC1)N=C(C(=C2)Cl)Cl)C.C(=CCC)[Si](OCC)(OCC)C butenyl-methyldiethoxysilane tert-butyl-4-(6,7-dichloro-1-(2-cyclopropylphenyl)-2-oxo-1,2-dihydropyrido[2,3-d]pyrimidin-4-yl)-3-methylpiperazine-1-carboxylate